C(C)(C)(C)C=1C=C(C=C(C1O)C(C)(C)C)C(CC(=O)C1=CC=CC=C1)C1=CC=C(C=C1)OC 3-(3,5-di-tert-butyl-4-hydroxyphenyl)-3-(4-methoxyphenyl)-1-phenylpropan-1-one